N-{[4-(furan-2-yl)phenyl]methyl}-6-methyl-1-(2-methylpropanoyl)-4-({2-[(pyridin-2-yl)oxy]phenyl}methyl)piperazine-2-carboxamide O1C(=CC=C1)C1=CC=C(C=C1)CNC(=O)C1N(C(CN(C1)CC1=C(C=CC=C1)OC1=NC=CC=C1)C)C(C(C)C)=O